COC1=CC=C(OCCNC(=O)C=2C3=C(S(C2)(=O)=O)C=CC=C3)C=C1 N-(2-(4-methoxyphenoxy)ethyl)benzo[b]thiophene-3-carboxamide-1,1-dioxide